FC(C=1C=CC=2N(C1)C(=CN2)C2=NC=CC(=N2)N2C[C@H](OCC2)C#N)(F)F (S)-4-(2-(6-(trifluoromethyl)imidazo[1,2-a]pyridin-3-yl)pyrimidin-4-yl)morpholin-2-carbonitrile